The molecule is if you can find information about the stereoconfiguration of the second amino group, you are very welcome to add it. C(COCC(CO)[NH3+])[C@@H](C(=O)[O-])[NH3+]